4-chloro-N-(4-(morpholinomethyl)phenyl)benzamide hydrochloride Cl.ClC1=CC=C(C(=O)NC2=CC=C(C=C2)CN2CCOCC2)C=C1